6-(5-Bromopyridin-2-yl)dihydro-2H-pyran-2,4(3H)-dione BrC=1C=CC(=NC1)C1CC(CC(O1)=O)=O